FC(C(=O)O)(F)F.NCCCC(=O)N1CCN(CC1)C(=O)C1=C(C=C(C=C1)NC(=O)C=1N(C(=CN1)C1=C(C(=C(C=C1)OC)F)F)C)Cl N-[4-[4-(4-aminobutanoyl)piperazine-1-carbonyl]-3-chloro-phenyl]-5-(2,3-difluoro-4-methoxy-phenyl)-1-methyl-imidazole-2-carboxamide 2,2,2-trifluoroacetate